4-fluoro-N-(3-(4-(2-hydroxyacetyl)piperazin-1-yl)phenyl)-7-methyl-1H-indole FC1=C2C=CN(C2=C(C=C1)C)C1=CC(=CC=C1)N1CCN(CC1)C(CO)=O